4-((1R,3S)-3-hydroxycyclohexylamino)-2-((R)-5,6,7,8-tetrahydroquinolin-6-ylamino)pyrimidine-5-carboxamid O[C@@H]1C[C@@H](CCC1)NC1=NC(=NC=C1C(=O)N)N[C@H]1CC=2C=CC=NC2CC1